N1CCC(CC1)C1=NOC2=C1C=CC=C2 3-(piperidin-4-yl)benzo[d]isoxazole